N3-tert-butyl-N2-cyclopentyl-6-(4-pyridyl)pyridine-2,3-diamine C(C)(C)(C)NC=1C(=NC(=CC1)C1=CC=NC=C1)NC1CCCC1